1-N-eicosyl-2-pyrrolidone C(CCCCCCCCCCCCCCCCCCC)N1C(CCC1)=O